C[Si](CCOCOC(=O)C1=C(C(=NN1COCC[Si](C)(C)C)I)OC)(C)C 3-iodo-4-methoxy-1-(2-trimethylsilylethoxymethyl)pyrazole-5-carboxylic acid 2-trimethylsilylethoxymethyl ester